C(C1=CC=CC=C1)[C@@H]1N(C(OC1)=O)C([C@@H](CC1=C(C=C(C=C1)C#N)Br)[C@@H]1CN(CC1)C(=O)OC(C)(C)C)=O tert-butyl (3R)-3-[(1S)-2-[(4S)-4-benzyl-2-oxo-oxazolidin-3-yl]-1-[(2-bromo-4-cyano-phenyl)methyl]-2-oxo-ethyl]pyrrolidine-1-carboxylate